6-[5-(2-bromopyridin-4-yl)-1H-pyrazol-3-yl]-1,3-dioxolo[4,5-b]pyridine BrC1=NC=CC(=C1)C1=CC(=NN1)C=1C=C2C(=NC1)OCO2